BrC1=CC2=C(N=C(N=C2)NC2=NC=C(C=C2)S(=O)(=O)N2CCNCC2)N(C1=O)C1CCCC1 6-bromo-8-cyclopentyl-2-[5-(piperazine-1-sulfonyl)-pyridin-2-ylamino]-8H-pyrido[2,3-d]Pyrimidin-7-one